P(=O)(OC[C@@H](COC(CCCCCCCCCCCCC)=O)OC(CCCCCCCCCCCCC)=O)(OCC1OC(OC1)CCCCCCCCCCCCCCC)[O-].[Na+] Sodium (R)-2,3-bis(tetradecanoyloxy)propyl ((2-pentadecyl-1,3-dioxolan-4-yl)methyl) Phosphate